N2,N4-dicyclohexyl-6-[3-(4-methoxyphenyl)-5-(methylthio)-1H-pyrazol-1-yl]-1,3,5-triazine-2,4-diamine C1(CCCCC1)NC1=NC(=NC(=N1)NC1CCCCC1)N1N=C(C=C1SC)C1=CC=C(C=C1)OC